FC=1C=C(C=C(C1F)F)C1=CC=CC=C1 3',4',5'-trifluoro-biphenyl